FC(S(=O)(=O)OC1=CC=C2C(C(=C(OC2=C1OC)C(F)(F)F)C=1C=NN(C1)C1=CC=CC=C1)=O)(F)F 8-methoxy-4-oxo-3-(1-phenyl-1H-pyrazol-4-yl)-2-(trifluoromethyl)-4H-chromen-7-yl trifluoromethanesulfonate